(dihydroxyboryl)boric acid OB(O)OB(O)O